N-{3-[4-(difluoromethyl)-6-oxo-1,6-dihydropyrimidin-2-yl]-2-fluoro-4-(trifluoromethyl)benzyl}-1-(8-methylquinolin-2-yl)piperidine-4-carboxamide FC(C=1N=C(NC(C1)=O)C=1C(=C(CNC(=O)C2CCN(CC2)C2=NC3=C(C=CC=C3C=C2)C)C=CC1C(F)(F)F)F)F